C1=COC(=C1)C(=O)O The molecule is a furoic acid having the carboxylic acid group located at position 2. It has a role as an inhibitor, a human xenobiotic metabolite, a Saccharomyces cerevisiae metabolite, a plant metabolite and a bacterial xenobiotic metabolite. It is a conjugate acid of a 2-furoate.